P(=O)(OCCCCCCCCCCCCCC)(OCCCCCCCCCCCCCC)[O-] dimyristyl phosphate